C1(=CC=CC=C1)B(O)O.ClC1=C(C=CC=C1Cl)CO 2,3-dichlorophenyl-methanol Benzeneboronate